FC(C=1C(=C(C=CC1)[C@@H](C)NC1=C2C(=C(N=N1)C)C=NC(=C2)C=2C(=C(CN1CCC(CC1)C1=CC=C(C=C1)[C@@]1(C(NC(CC1)=O)=O)C)C=CC2)F)F)F (R)-3-(4-(1-(3-(1-(((R)-1-(3-(difluoromethyl)-2-fluorophenyl)ethyl)amino)-4-methylpyrido[3,4-d]pyridazin-7-yl)-2-fluorobenzyl)piperidin-4-yl)phenyl)-3-methylpiperidine-2,6-dione